3,4,5-tris(benzyloxy)-2-(bromomethyl)piperidine C(C1=CC=CC=C1)OC1C(NCC(C1OCC1=CC=CC=C1)OCC1=CC=CC=C1)CBr